1-(2-methoxyethyl)-4-nitro-indazole COCCN1N=CC2=C(C=CC=C12)[N+](=O)[O-]